4-((4-((2-(6-methylpyridin-2-yl)pyrimidin-4-yl)amino)pyrimidin-2-yl)amino)thiophene-2-carboxylic acid CC1=CC=CC(=N1)C1=NC=CC(=N1)NC1=NC(=NC=C1)NC=1C=C(SC1)C(=O)O